FC=1C=C(C=CC1)[C@H](CNC(CC1CCC(CC1)C(=O)O)(C)C)O (1R,4R)-4-(2-(((R)-2-(3-fluorophenyl)-2-hydroxyethyl)amino)-2-methylpropyl)cyclohexane-1-carboxylic acid